O1C(CC1)CN1C=NC2=C1C=C(S2)C(=O)O 1-(oxetan-2-ylmethyl)-1H-thieno[2,3-d]Imidazole-5-carboxylic acid